NC=CCCCN 1,5-diamino-1-pentene